tert-butyl N-[(2R,3S)-1-{3-[(tert-butoxycarbonyl)(thiophen-2-ylmethyl)amino]-6-ethynylthieno[3,2-c][1,2]thiazol-5-yl}-3-fluorobutan-2-yl]carbamate C(C)(C)(C)OC(=O)N(C1=C2C(=NS1)C(=C(S2)C[C@H]([C@H](C)F)NC(OC(C)(C)C)=O)C#C)CC=2SC=CC2